C1(CCCCC1)NC1=NC=CC(=N1)C1=C(N=CN1C1CCCCC1)C1=CC=C(C=C1)F N-Cyclohexyl-4-(1-cyclohexyl-4-(4-fluorophenyl)-1H-imidazol-5-yl)pyrimidin-2-amine